C(C)(=O)O[C@@H](CC)[C@H]1O[C@H]([C@@H]([C@H]1F)OC(C)=O)N1C=2N=C(NC(C2N(C1=O)CC1CC1)=O)NC(C)=O (S)-1-((2R,3S,4S,5R)-5-(2-Acetamido-7-(cyclopropylmethyl)-6,8-dioxo-1,6,7,8-tetrahydro-9H-purin-9-yl)-4-acetoxy-3-fluorotetrahydrofuran-2-yl)propyl acetate